7-(6-(1-(3-fluoro-1-(4-fluorophenyl)propyl)-1H-pyrazol-4-yl)pyrazin-2-yl)-[1,2,4]-triazolo[1,5-a]pyridin-2-amine FCCC(C1=CC=C(C=C1)F)N1N=CC(=C1)C1=CN=CC(=N1)C1=CC=2N(C=C1)N=C(N2)N